ClC1=CC2=C(N(C(N=C2N2[C@H](CN(CC2)C(=O)OC(C)(C)C)C)=O)C=2C(=NC=CC2C)C(C)C)N=C1C1=C(C=CC=C1)F tert-butyl (S)-4-(6-chloro-7-(2-fluorophenyl)-1-(2-isopropyl-4-methylpyridin-3-yl)-2-oxo-1,2-dihydropyrido[2,3-d]pyrimidin-4-yl)-3-methylpiperazine-1-carboxylate